N-cyclohexyl-2-{[4-(4-methylpiperazin-1-yl)phenyl]amino}-6-propyl-6H-pyrimido[5,4-c][2,1]benzothiazine-8-carboxamide 5,5-dioxide C1(CCCCC1)NC(=O)C1=CC2=C(C3=C(S(N2CCC)(=O)=O)C=NC(=N3)NC3=CC=C(C=C3)N3CCN(CC3)C)C=C1